CC1(C(C[C@@](C1=O)(C(=O)O)C#C[Si](C(C)C)(C(C)C)C(C)C)=O)C (R)-2,2-dimethyl-4-((triisopropylsilyl)ethynyl)-1,3-dioxocyclopentane-4-carboxylic acid